ICC\C=C\CCCCCCCC(OCCCCCCC)OCCCCCCC (3E)-1-iodo-12,12-diheptyloxy-3-dodecene